C(#N)C=1C=C(OC2=CC(=NC=C2)C(=O)N[C@@H]2C(N(C3=C(OC2)C=C(C=C3)C#CC(C)(C)O)C)=O)C=CC1 (S)-4-(3-Cyanophenoxy)-N-(8-(3-hydroxy-3-methylbut-1-yn-1-yl)-5-methyl-4-oxo-2,3,4,5-tetrahydrobenzo[b][1,4]oxazepin-3-yl)picolinamid